FC1=C(C=CC(=C1)OC=1SC=C(N1)C1=CC=NN1C)NC1=C2C(=NC=N1)NN=C2C2CCN(CC2)C(C=C)=O 1-(4-(4-((2-fluoro-4-((4-(1-methyl-1H-pyrazol-5-yl)thiazol-2-yl)oxy)phenyl)amino)-1H-pyrazolo[3,4-d]pyrimidin-3-yl)piperidin-1-yl)prop-2-en-1-one